3-Bromo-2-fluoro-6-trifluoromethylbenzoic acid BrC=1C(=C(C(=O)O)C(=CC1)C(F)(F)F)F